CCCCC\C=C/C\C=C/C\C=C/CCCCCCC (Z,Z,Z)-6,9,12-Eicosatriene